N(=O)[NH+](C1=CC=CC2=CC=CC=C12)O.N(=O)C1=C(C=C(C=C1)N(CC)CCCS(=O)(=O)[O-])O 2-nitroso-5-(N-ethyl-sulfopropylamino)phenol, N-nitroso-N-(1-naphthyl)hydroxylammonium salt